FC(C(C(C(Cl)(F)F)(Cl)F)(Cl)F)(Cl)F 1,1,2,3,4,4-hexafluoro-1,2,3,4-tetrachlorobutane